N4,N4,6-trimethyl-pyrimidine-2,4-diamine CN(C1=NC(=NC(=C1)C)N)C